O1[C@H](COCC1)COC1=C2C(=NC(=C1)F)C(=C(N2)C2=CC(=NC=C2)NC([C@@H](CC(F)F)C2=CC=C(C=C2)F)=O)C2=NC=CC=C2 (2S)-N-{4-[7-{[(2R)-1,4-dioxan-2-yl]methoxy}-5-fluoro-3-(pyridin-2-yl)-1H-pyrrolo[3,2-b]pyridin-2-yl]pyridin-2-yl}-4,4-difluoro-2-(4-fluorophenyl)butanamide